CC=1C=C(C=2C=CC=3N(C2N1)C=C(N3)C=3OC=NN3)C 2-{2,4-dimethylimidazo[1,2-a]1,8-naphthyridin-8-yl}-1,3,4-oxadiazole